bis(2-ethoxycarbonylmethoxy)-biphenyl CCOC(=O)COC1=CC=C(C=C1)C1=CC=C(C=C1)OCC(=O)OCC